BrC=1C=C(C(=NC1)O[C@H](C(=O)OC)C)[N+](=O)[O-] Methyl (2S)-2-[(5-Bromo-3-nitro-2-pyridyl)oxy]propanoate